O.[Cr].C(CC)[Si](OCC)(OCC)C1=CC=CC=C1 propyl-(phenyl)diethoxysilane chromium compound with water